(2R)-1-[2-[2-[3-[5-[tert-butyl(dimethyl)silyl]oxy-1-tetrahydropyran-2-yl-indazol-3-yl]pyrazol-1-yl]ethoxy]ethoxy]propan-2-ol [Si](C)(C)(C(C)(C)C)OC=1C=C2C(=NN(C2=CC1)C1OCCCC1)C1=NN(C=C1)CCOCCOC[C@@H](C)O